C1(=CC=CC=C1)S(=O)(=O)OC=1C=C(C=CC1C)NC(NC1=CC(=C(C=C1)C)OS(=O)(=O)C1=CC=CC=C1)=O bis-[3-(benzenesulfonyloxy)-4-methyl-phenyl]urea